4-(6-((2-chloro-4-cyanobenzyl)carbamoyl)-5-hydroxy-1,7-naphthyridin-2-yl)-2-(hydroxymethyl)piperazine-1-carboxylic acid tert-butyl ester C(C)(C)(C)OC(=O)N1C(CN(CC1)C1=NC2=CN=C(C(=C2C=C1)O)C(NCC1=C(C=C(C=C1)C#N)Cl)=O)CO